N1N=CC(=C1)C1=CC=C(C=C1)NC1=NC(=NC=C1)C1=CC=C2C=C(NC2=C1)C(=O)N1CCN(CC1)C1=C(C=NC=C1)Cl (6-(4-((4-(1H-pyrazol-4-yl)phenyl)-amino)-pyrimidin-2-yl)-1H-indol-2-yl)(4-(3-chloropyridin-4-yl)piperazin-1-yl)methanone